tert-butyl ((6-(2,2,2-trifluoroethoxy)pyrimidin-4-yl)methyl)carbamate FC(COC1=CC(=NC=N1)CNC(OC(C)(C)C)=O)(F)F